C(C)(C)(C)NS(=O)(=O)C=1C=NC(=CC1)Cl N-tert-butyl-6-chloropyridine-3-sulfonamide